N-((S)-(4,4-Difluorocyclohexyl)(6-((R)-1-((R*)-4,4,4-trifluoro-3-methylbutanamido)ethyl)-1H-benzo[d]imidazol-2-yl)methyl)-1-(2,2,2-trifluoroethyl)-1H-pyrazole-5-carboxamide FC1(CCC(CC1)[C@H](NC(=O)C1=CC=NN1CC(F)(F)F)C1=NC2=C(N1)C=C(C=C2)[C@@H](C)NC(C[C@H](C(F)(F)F)C)=O)F |o1:35|